O[C@H]1C=2N(CC[C@H]1[C@H]1N3C(C4=CC=CC=C14)=CN=C3)N=CC2C#N (4R,5S)-4-Hydroxy-5-((R)-5H-imidazo[5,1-a]isoindol-5-yl)-4,5,6,7-tetrahydropyrazolo[1,5-a]pyridin-3-carbonitril